S=C1NC(C2=C(N1CC=1C(=NC=CC1)[C@@H]1NCC[C@H](C1)C(F)(F)F)C=CN2)=O 2-Thioxo-1-((2-((trans)-4-(trifluoromethyl)piperidin-2-yl)pyridin-3-yl)methyl)-1,2,3,5-tetrahydro-4H-pyrrolo[3,2-d]pyrimidin-4-one